FC(OC1=C(C=C(C=C1)SC1COC1)C1=NN(C=C1NC(=O)C=1C=NN2C1N=CC=C2)CC(=O)N2CCC(CC2)CN2CCOCC2)F N-[3-[2-(difluoromethoxy)-5-(oxetan-3-ylsulfanyl)phenyl]-1-[2-[4-(morpholinomethyl)-1-piperidyl]-2-oxo-ethyl]pyrazol-4-yl]pyrazolo[1,5-a]pyrimidine-3-carboxamide